ClC1=NC(=CC(=C1)CC=1N(N=C2C1NCCC2)C)C(F)(F)F ((2-Chloro-6-(trifluoromethyl)pyridin-4-yl)methyl)-2-methyl-4,5,6,7-tetrahydro-2H-pyrazolo[4,3-b]pyridine